diphenylsilylene(cyclopentadienyl)(3,6-di-t-butylfluorenyl)zirconium dichloride [Cl-].[Cl-].C1(=CC=CC=C1)[Si](=[Zr+2](C1=CC(=CC=2C3=CC(=CC=C3CC12)C(C)(C)C)C(C)(C)C)C1C=CC=C1)C1=CC=CC=C1